(RS)-5-Chloro-pyridine-2-carboxylic acid (4-piperidin-3-yl-phenyl)-amide hydrochloride Cl.N1C[C@H](CCC1)C1=CC=C(C=C1)NC(=O)C1=NC=C(C=C1)Cl |r|